8-(5-(bicyclo[1.1.1]pentan-1-ylamino)pyridin-2-yl)-1,4-dioxaspiro[4.5]decan-8-ol C12(CC(C1)C2)NC=2C=CC(=NC2)C2(CCC1(OCCO1)CC2)O